P(=O)#CC(COCCCC(C(CCCCCCCCCC#P=O)=O)=NN)O 1,19-bis(phosphoryl)-8-hydrazono-2-hydroxy-4-oxa-9-oxo-nonadecane